2,2'-(acetylene-1,2-diyl)bis(4-chloroaniline) C(#CC1=C(N)C=CC(=C1)Cl)C1=C(N)C=CC(=C1)Cl